[N+](=O)([O-])C1=CC=C(C=C1)N1CCN(CC1)C(=O)NC1=CC=C(C=C1)C 4-(4-nitrophenyl)-N-(p-tolyl)piperazine-1-carboxamide